1-(1-((2-methyl-5-(3-methyl-1,2,4-thiadiazol-5-yl)phenyl)glycyl)indolin-4-yl)imidazolidine-2,4-dione CC1=C(C=C(C=C1)C1=NC(=NS1)C)NCC(=O)N1CCC2=C(C=CC=C12)N1C(NC(C1)=O)=O